(RS)-N-[1'-acetyl-4-(4-fluoro-2-methyl-phenyl)-1',2',3',4',5',6'-hexahydro-[2,3']bipyridinyl-5-yl]-2-(3,5-bis-trifluoromethyl-phenyl)-N-methyl-isobutyramide C(C)(=O)N1C[C@@H](CCC1)C1=NC=C(C(=C1)C1=C(C=C(C=C1)F)C)N(C(C(C)(C)C1=CC(=CC(=C1)C(F)(F)F)C(F)(F)F)=O)C |r|